C(C1=CC=CC=C1)OC1=C(C(=CC(=C1C)O)O)C(=O)N1CCCC2=CC=CC=C12 (2-(benzyloxy)-4,6-dihydroxy-3-methylphenyl)(3,4-dihydroquinolin-1(2H)-yl)methanone